C(C)[C@]1(CN(CCC1=O)C(=O)OCC1=CC=CC=C1)C(=O)OC |r| Racemic-O1-benzyl O3-methyl 3-ethyl-4-oxo-piperidine-1,3-dicarboxylate